Tert-butyl 3-hydroxy-4-methylidenepyrrolidine-1-carboxylate OC1CN(CC1=C)C(=O)OC(C)(C)C